S(C(C(=O)[O-])CC1=CC(=C(C(=C1)C(C)(C)C)O)C(C)(C)C)C(C(=O)OCC)CC1=CC(=C(C(=C1)C(C)(C)C)O)C(C)(C)C ethyl 2,2'-thiobis[3-(3,5-di-tert-butyl-4-hydroxyphenyl) propionate]